1-spiro[2.3]hex-5-yl-3-[1-(3-trifluoromethoxy-phenyl)-ethyl]-urea C1CC12CC(C2)NC(=O)NC(C)C2=CC(=CC=C2)OC(F)(F)F